CC(C)CC 2-methylbutan